5',6-dimethyl-2-oxo-2H-[1,4'-bipyridin]-4-yl trifluoromethanesulfonate FC(S(=O)(=O)OC1=CC(N(C(=C1)C)C1=CC=NC=C1C)=O)(F)F